methyl (7S)-2-benzyl-7-methyl-3-(2-[2-thia-6-azaspiro[3.3]heptan-6-yl]ethyl)-3H,6H,7H,8H,9H-imidazo[4,5-f]quinoline-6-carboxylate C(C1=CC=CC=C1)C=1N(C=2C(=C3CC[C@@H](N(C3=CC2)C(=O)OC)C)N1)CCN1CC2(CSC2)C1